1-(4-ethylbenzoyl)piperazine C(C)C1=CC=C(C(=O)N2CCNCC2)C=C1